CNC1=NC(=NC(=C1)C)NC=1C=C(C2=C(CCO2)C1)C1CCN(CCC1)C N4,6-dimethyl-N2-[7-(1-methylazepan-4-yl)-2,3-dihydrobenzofuran-5-yl]-pyrimidine-2,4-diamine